C[C@H]1CC[C@@H](NC1)C=1C=C(C=CC1)C1CN(CC1)C(=O)OC(C)(C)C tert-butyl 3-(3-((2R,5S)-5-methylpiperidin-2-yl)phenyl)pyrrolidine-1-carboxylate